Methyl 2-(1H-pyrrol-1-yl)-3-(3-(p-tolylsulfonyl)azetidin-1-yl)benzoate N1(C=CC=C1)C1=C(C(=O)OC)C=CC=C1N1CC(C1)S(=O)(=O)C1=CC=C(C=C1)C